4-chloro-1-[4-(1,1-difluoroethyl)phenyl]sulfonyl-3-(3-fluoro-3-methyl-azetidin-1-yl)indazole ClC1=C2C(=NN(C2=CC=C1)S(=O)(=O)C1=CC=C(C=C1)C(C)(F)F)N1CC(C1)(C)F